(2S,4r)-1-[(2S)-2-(4-cyclopropyltriazol-1-yl)-3,3-dimethyl-butyryl]-N-[2-[2-(dimethylamino)-3-pyridinyl]ethyl]-4-hydroxy-pyrrolidine-2-carboxamide C1(CC1)C=1N=NN(C1)[C@H](C(=O)N1[C@@H](C[C@H](C1)O)C(=O)NCCC=1C(=NC=CC1)N(C)C)C(C)(C)C